N-(4-chlorophenyl)-4-{3-(4-chlorophenyl)-1-[2-(dimethylamino)ethyl]ureido}-3-methylbenzamide ClC1=CC=C(C=C1)NC(C1=CC(=C(C=C1)N(C(=O)NC1=CC=C(C=C1)Cl)CCN(C)C)C)=O